C(=O)C=1C=C(C(=O)OCCC)C=CC1 propyl 3-formylbenzoate